(S)-2-(2-(11-acetyl-3-methylpyrimidino[4',5':6,7]cyclohepta[1,2-f]indazol-9(5H)-yl)-N-methylacetamido)-N-(6-bromo-3-methylpyridin-2-yl)propionamide C(C)(=O)C1=NN(C=2C=C3C(=CC12)C1=C(CC=C3)N=C(N=C1)C)CC(=O)N(C)[C@H](C(=O)NC1=NC(=CC=C1C)Br)C